5,12-diethyl-1,5,8,12-tetraazabicyclo[6.6.2]hexadecane C(C)N1CCCN2CCN(CCCN(CC1)CC2)CC